α-D-Lactose-Monohydrat O.O[C@@H]1[C@H](O)[C@@H](O)[C@H](O[C@H]2[C@H](O)[C@@H](O)[C@@H](O)[C@H](O2)CO)[C@H](O1)CO